C(C)(C)(C)OC(=O)N[C@@H]1CC[C@H](CC1)C1(OC2=C(O1)C(=CC(=C2C)C(=O)O)Cl)C 2-[trans-4-(tert-butoxycarbonylamino)cyclohexyl]-7-chloro-2,4-dimethyl-1,3-benzodioxole-5-carboxylic acid